C(CC)C1(CCCCC1)C1(CC=CC=C1F)F trans-ortho-(propyl-cyclohexyl)-2,3-difluorobenzene